FC(CCC=1N=CC2=C(N1)NC=C2C=2C=C1N=CC=NC1=CC2)(F)F 6-(2-(3,3,3-trifluoropropyl)-7H-pyrrolo[2,3-d]pyrimidin-5-yl)quinoxaline